ClC1=NC=NN2C1=CC=C2[C@H]2O[C@@H]([C@H]([C@@H]2O[Si](C)(C)C(C)(C)C)O[Si](C)(C)C(C)(C)C)CO[Si](C)(C)C(C)(C)C (2R,3R,4R,5R)-2-(4-chloropyrrolo[2,1-f][1,2,4]triazin-7-yl)-3,4-bis(tert-butyldimethylsiloxy)-5-((tert-butyldimethylsilyloxy)methyl)tetrahydrofuran